CC1=CC=CC(=N1)C1=NC=CC(=N1)NC1=NC(=NC=C1)NC1=CC=C(C=C1)CN1CCC(CC1)C(=O)O 1-[[4-[[4-[[2-(6-methyl-2-pyridyl)pyrimidin-4-yl]amino]pyrimidin-2-yl]amino]phenyl]methyl]piperidine-4-carboxylic acid